tetrahydro-1H-pyrido[3,4-b]indole ethyl-2-[(2-chlorophenyl)carbamoyl]Acetate C(C)OC(CC(NC1=C(C=CC=C1)Cl)=O)=O.C1NCCC2C1=NC1=CC=CC=C21